(R)-3-(3-chloro-4-fluorophenyl)-1-(1-(6,8-difluoro-1-oxo-1,2-dihydroisoquinolin-4-yl)ethyl)-1-(3-hydroxypropyl)urea ClC=1C=C(C=CC1F)NC(N(CCCO)[C@H](C)C1=CNC(C2=C(C=C(C=C12)F)F)=O)=O